N(=C=S)C(CCCCCCCCCC(=O)OC\C=C/CCCCCC)CCCCCCCCCC(=O)OC\C=C/CCCCCC di((Z)-non-2-en-1-yl) 11-isothiocyanatohenicosanedioate